tert-butyl 2-((1-(2-(4-fluorophenyl)-7-methyl-4-oxo-4H-pyrido[1,2-a]pyrimidin-9-yl)ethyl)amino)benzoate FC1=CC=C(C=C1)C=1N=C2N(C(C1)=O)C=C(C=C2C(C)NC2=C(C(=O)OC(C)(C)C)C=CC=C2)C